FC1C(CCCC1)SCC ethyl (2-fluorocyclohexyl) sulfide